1,4,5,6-Tetrahydrocyclopenta[b]pyrrole-2-carboxylic acid ethyl ester C(C)OC(=O)C1=CC2=C(N1)CCC2